(2RS,4aSR,9bSR)-2,4a,7-trimethyl-4,4a,5,9b-tetrahydroindeno[1,2-d][1,3]dioxazine CN1OC[C@]2([C@@H](O1)C1=CC=C(C=C1C2)C)C |r|